7-((5-chloropyridin-2-yl)methyl)-1-(3-hydroxypropyl)-8-(4-methoxyphenoxy)-3-methyl-1H-purine-2,6(3H,7H)-dione ClC=1C=CC(=NC1)CN1C(=NC=2N(C(N(C(C12)=O)CCCO)=O)C)OC1=CC=C(C=C1)OC